tert-butyl 4-(methyl (6-(4-(2-methyl-2H-1,2,3-triazol-4-yl)-1-((2-(trimethylsilyl)ethoxy)methyl)-1H-indazol-7-yl)pyridazin-3-yl)amino)piperidine-1-carboxylate CN(C1CCN(CC1)C(=O)OC(C)(C)C)C=1N=NC(=CC1)C=1C=CC(=C2C=NN(C12)COCC[Si](C)(C)C)C1=NN(N=C1)C